(3R,4R)-1-(cyclopropylsulfonyl)-4-((7-(1-(difluoromethyl)-1H-pyrazol-4-yl)-5-fluoropyrrolo[2,1-f][1,2,4]triazin-2-yl)amino)piperidin-3-ol C1(CC1)S(=O)(=O)N1C[C@H]([C@@H](CC1)NC1=NN2C(C=N1)=C(C=C2C=2C=NN(C2)C(F)F)F)O